N-(6-bromo-2-(4-methoxybenzyl)-1-oxo-1,2-dihydroisoquinolin-7-yl)carboxamide BrC=1C=C2C=CN(C(C2=CC1NC=O)=O)CC1=CC=C(C=C1)OC